(3Z)-1-iodo-16,16-dimethoxy-3-hexadecene ICC\C=C/CCCCCCCCCCCC(OC)OC